5-Ethynyl-6-fluoro-4-(8-fluoro-2-((1-(morpholinomethyl)cyclopropyl)methoxy)-4-(1,4-oxaazepan-4-yl)pyrido[4,3-d]pyrimidin-7-yl)naphthalen-2-ol C(#C)C1=C2C(=CC(=CC2=CC=C1F)O)C1=C(C=2N=C(N=C(C2C=N1)N1CCOCCC1)OCC1(CC1)CN1CCOCC1)F